ClC1=CC=CC=2NC(=NC21)C(=O)N2CC=1N(CC2)C(=NC1)C (4-Chloro-1H-benzimidazol-2-yl)-(3-methyl-6,8-dihydro-5H-imidazo[1,5-a]pyrazin-7-yl)methanone